ClC1=C(C(=CC=C1)F)CC(=O)N1CCN(CC1)C=1C=CC=2N(N1)C(=NN2)CC=2SC=CC2 2-(2-chloro-6-fluorophenyl)-1-(4-(3-(thiophen-2-ylmethyl)-[1,2,4]triazolo[4,3-b]pyridazin-6-yl)piperazin-1-yl)ethan-1-one